COC=1C=C2CCC(C(C2=CC1)C1=CC=C(C=C1)N1CCN(CC1)C(=O)[C@@H]1[C@H](CCCC1)C(=O)O)C1=CC=CC=C1 (1S,2S)-2-(4-(4-(6-methoxy-2-phenyl-1,2,3,4-tetrahydronaphthalen-1-yl)phenyl)piperazine-1-carbonyl)cyclohexane-1-carboxylic acid